BrC1=C(C=C2C(=NC(=NC2=C1F)OCCCN1CCC(CC1)OCC(=O)OC)N1CCN(CC1)C(=O)OCCCC)Cl butyl 4-[7-bromo-6-chloro-8-fluoro-2-[3-[4-(2-methoxy-2-oxo-ethoxy)-1-piperidyl]propoxy]quinazolin-4-yl]piperazine-1-carboxylate